5-{4-[(cis)-4-(4-fluoro-1H-indol-1-yl)cyclohexyl]piperazin-1-yl}pyridazine-3-carbonyl azide FC1=C2C=CN(C2=CC=C1)[C@H]1CC[C@H](CC1)N1CCN(CC1)C=1C=C(N=NC1)C(=O)N=[N+]=[N-]